C(=C)C1=CC=C2C(=NNC2=C1)C(=O)N 6-vinyl-indazole-3-carboxamide